1,4-bis(pyridin-4-yl)benzene N1=CC=C(C=C1)C1=CC=C(C=C1)C1=CC=NC=C1